N1NN=CC2=C1C=CC=NS2 Dihydrotriazinothiazepine